C(CCCCCCCCCCCCCCCCCCCCC)P(O)(O)=O behenyl-phosphonic acid